[bis(dimethylfluorenyl)dibenzothiophenyl]benzene CC=1C(=C(C=2CC3=CC=CC=C3C2C1)C=1C(=C(C2=C(SC3=C2C=CC=C3)C1)C1=CC=CC=C1)C1=C(C(=CC=3C2=CC=CC=C2CC13)C)C)C